NC1=NNC=2C(=CC=C(C12)C(=O)O)Br 3-amino-7-bromo-1H-indazole-4-carboxylic acid